2,2-bis(4-mercaptophenyl)-propane SC1=CC=C(C=C1)C(C)(C)C1=CC=C(C=C1)S